ClC1=CC=CC(=C1C(=O)NCC(C(O)C1=CC(=C(C=C1)Cl)Cl)(F)F)F 6-chloro-N-[3-(3,4-dichlorophenyl)-2,2-difluoro-3-hydroxypropyl]-2-fluorobenzamide